1-(3-fluorobicyclo[1.1.1]pentan-1-yl)piperazine-2,3-dione FC12CC(C1)(C2)N2C(C(NCC2)=O)=O